N'-((1,2,3,5,6,7-hexahydro-s-indacen-4-yl)carbamoyl)-3-(hydroxymethyl)benzene-sulfonimidamide C1CCC2=C(C=3CCCC3C=C12)NC(=O)N=S(=O)(N)C1=CC(=CC=C1)CO